FC=1C(=CC(=NC1)OC)C1=CC(=NN1)C(=O)N1[C@@H](C[C@H]([C@H](C1)C)C(=O)NC1CCC(CC1)(C(F)(F)F)O)C (2R,4R,5R)-1-(5-(5-fluoro-2-methoxypyridin-4-yl)-1H-pyrazole-3-carbonyl)-N-((1r,4R)-4-hydroxy-4-(trifluoromethyl)cyclohexyl)-2,5-dimethylpiperidin-4-carboxamide